ClC=1C=CC2=C(N(C(N2CC2=C(C=C(C=C2)C=2OC(=NN2)C(F)F)F)=O)C2CCN(CC2)C(=O)OC(C)(C)C)C1 tert-butyl 4-(6-chloro-3-(4-(5-(difluoromethyl)-1,3,4-oxadiazole-2-yl)-2-fluorobenzyl)-2-oxo-2,3-dihydro-1H-benzo[d]imidazole-1-yl)piperidine-1-carboxylate